3-(5-([1,4'-bipiperidin]-4-yl)-2-oxobenzo[cd]indol-1(2H)-yl)piperidine-2,6-dione N1(CCC(CC1)C=1C=CC=2C(N(C3=CC=CC1C23)C2C(NC(CC2)=O)=O)=O)C2CCNCC2